S1C=NC2=C1C(=CC=C2)C2=NSC(=C2C2CC2)C(=O)OC methyl 3-(benzo[d]thiazol-7-yl)-4-cyclopropylisothiazole-5-carboxylate